[4-bromo-6-chloro-7-fluoro-1-(2-trimethylsilylethoxymethyl)indol-2-yl]-[4-(5-fluoro-3-methoxy-2-pyridyl)piperazin-1-yl]methanone BrC1=C2C=C(N(C2=C(C(=C1)Cl)F)COCC[Si](C)(C)C)C(=O)N1CCN(CC1)C1=NC=C(C=C1OC)F